(S)-2-(iodomethyl)-1,4-dioxane IC[C@H]1OCCOC1